N-({4-[4-(trifluoromethyl)pyridine-2-sulfonyl]phenyl}methyl)thieno[2,3-c]pyridine-2-carboxamide FC(C1=CC(=NC=C1)S(=O)(=O)C1=CC=C(C=C1)CNC(=O)C1=CC=2C(=CN=CC2)S1)(F)F